N-cyclopentyl-N-((1-ethyl-1,2,3,4-tetrahydroquinolin-6-yl)methyl)-2-nitrobenzenesulfonamide C1(CCCC1)N(S(=O)(=O)C1=C(C=CC=C1)[N+](=O)[O-])CC=1C=C2CCCN(C2=CC1)CC